N-(3-cyclopentylpropyl)-N-hydroxypropanamide C1(CCCC1)CCCN(C(CC)=O)O